C(C)(=O)[O-].C(C)(=O)[O-].C1(=CC=CC=C1)[I+2] phenyl-iodine(III) diacetate